(3-(4'-(6-chloro-2-(((3R,3aR,6R,6aR)-6-hydroxyhexahydrofuro[3,2-b]furan-3-yl)oxy)-1H-imidazo[4,5-b]pyridin-5-yl)-[1,1'-biphenyl]-4-carboxamido)propyl)phosphonic acid ClC=1C=C2C(=NC1C1=CC=C(C=C1)C1=CC=C(C=C1)C(=O)NCCCP(O)(O)=O)N=C(N2)O[C@H]2[C@@H]1[C@H](OC2)[C@@H](CO1)O